3-(3-(difluoromethoxy)phenyl)-1-(tetrahydro-2H-pyran-4-yl)-1,5,6,7-tetrahydrospiro[indazole-4,2'-[1,3]dithiolane]-6-carboxylic acid methyl ester COC(=O)C1CC2(SCCS2)C=2C(=NN(C2C1)C1CCOCC1)C1=CC(=CC=C1)OC(F)F